(R)-1-(2-chlorophenyl)-4-((2-hydroxypropyl)amino)-2-oxo-7-(trifluoromethyl)-1,2-dihydro-1,8-naphthyridine-3-carbonitrile ClC1=C(C=CC=C1)N1C(C(=C(C2=CC=C(N=C12)C(F)(F)F)NC[C@@H](C)O)C#N)=O